CS(=O)(=O)C1=C(C#N)C=CC=C1 methylsulfonylbenzonitrile